5-chloroimidazo[1,2-c]pyrido[3,4-e]pyrimidine-3-carboxylate ClC1=NC2=C(C=3N1C(=CN3)C(=O)[O-])C=NC=C2